FC(C1=CC=C(C=C1)C=1N=C(N2C1C=CC=C2)CCC(=O)OCC)(F)F ethyl 3-(1-(4-(trifluoromethyl)phenyl)imidazo[1,5-a]pyridin-3-yl)propionate